C(C#C)N(CCN1C(=C(C(C=C1)=O)O)C)CC#C 1-(2-((dipropargyl)amino)ethyl)-2-methyl-3-hydroxypyridin-4(1H)-one